ethyl 1-[2-({[(3-fluoro-2-pyridyl)cyclobutyl]methyl}amino) pyrimidin-5-yl]pyrazole-4-carboxylate FC=1C(=NC=CC1)C1(CCC1)CNC1=NC=C(C=N1)N1N=CC(=C1)C(=O)OCC